FC1=CC=C(C=C1)N1C(=C(C2=C1C=C1C=NNC1=C2)C2=CC=C(C(=O)O)C=C2)CC(C)(C)OC 4-[5-(4-fluorophenyl)-6-(2-methoxy-2-methyl-propyl)-1H-pyrrolo[2,3-f]indazol-7-yl]benzoic Acid